4-amino-N-(4-(methoxymethyl)phenyl)-7-(1-methylcyclopropyl)-6-vinyl-7H-pyrrolo[2,3-d]pyrimidine-5-carboxamide NC=1C2=C(N=CN1)N(C(=C2C(=O)NC2=CC=C(C=C2)COC)C=C)C2(CC2)C